3-BROMOIMIDAZO[1,2-A]PYRIDIN-6-CARBALDEHYDE BrC1=CN=C2N1C=C(C=C2)C=O